9-methyl-4-(pyridin-3-yl)-3,4,7,15-tetraazatricyclo[12.3.1.02,6]Octadeca-1(18),2,5,14,16-pentaen-8-one trifluoroacetate FC(C(=O)O)(F)F.CC1C(NC2=CN(N=C2C=2C=CN=C(CCCC1)C2)C=2C=NC=CC2)=O